NCC1=NNC(C2=CC=C(C=C12)C1=CN=CN1C)=O 4-(aminomethyl)-6-(1-methyl-1H-imidazol-5-yl)phthalazin-1(2H)-one